BrC1=NSC(=N1)NC1=C(C=CC=C1)OC (3-Bromo-1,2,4-thiadiazol-5-yl)-2-methoxyaniline